2,6-bis(t-butyl)-4-methylphenol C(C)(C)(C)C1=C(C(=CC(=C1)C)C(C)(C)C)O